4-benzyl-2,2-difluoro-3,4-dihydronaphthalene C(C1=CC=CC=C1)C1CC(CC2=CC=CC=C12)(F)F